butyl 3-oxo-9-azabicyclo[3.3.1]nonane-9-carboxylate O=C1CC2CCCC(C1)N2C(=O)OCCCC